NC1=NC=C(C=C1O[C@H](C)C=1C=C(C=CC1)NC(C1=CC(=CC=C1)S(=O)(=O)C(C)C)=O)Cl (R)-N-(3-(1-((2-amino-5-chloropyridin-3-yl)oxy)ethyl)phenyl)-3-(isopropylsulfonyl)benzamide